4-fluorobenzaldehyde-6-acetamido-4-pyrimidyl hydrazone C(C)(=O)NC1=CC(=NC=N1)NN=CC1=CC=C(C=C1)F